6-methyl-4-oxo-1,4-dihydro-1,8-naphthyridine-3-carboxylic acid CC=1C=C2C(C(=CNC2=NC1)C(=O)O)=O